NC1C(CC(CC1)CC1CC(C(CC1)N)C)C Bis(4-amino-3-methylcyclohexyl)-methan